ClC1=C(C=CC(=C1)Cl)C1=CC(=C(C=C1)C(=O)OC1CN(C1)C)NC(=O)C1=C(C=C(C(=C1)C(=O)O)O)C(=O)O 2-[(2',4'-dichloro-4-{[(1-methylazetidin-3-yl)oxy]carbonyl}-[1,1'-biphenyl]-3-yl)carbamoyl]-5-hydroxybenzene-1,4-dicarboxylic acid